C1(CC1)C=1SC=C(N1)[C@H](CC1=CC=C(C=C1)[N+](=O)[O-])NC(=S)N (S)-1-(1-(2-cyclopropylthiazol-4-yl)-2-(4-nitrophenyl)ethyl)-thiourea